iodine monobromide IBr